CC1=NC(=C(C(=N1)Cl)N)Cl 2-methyl-5-amino-4,6-dichloropyrimidine